ethyl 2-[[4-[[(3,4-dimethoxyphenyl) methyl] amino]-6-[4-(dimethylamino)-1-piperidinyl]-2-pyrimidinyl] amino]-4-methylthiazolecarboxylate COC=1C=C(C=CC1OC)CNC1=NC(=NC(=C1)N1CCC(CC1)N(C)C)NC1(SC=C(N1)C)C(=O)OCC